C(C)C=1OC=C(C1)CC(C)(C)C 2-ethyl-4-neopentylfuran